tert-butyl 3-(6-bromo-2-pyridyl)pyrrolidine-1-carboxylate BrC1=CC=CC(=N1)C1CN(CC1)C(=O)OC(C)(C)C